6-bromo-N,N-dimethyl-indan-1-amine BrC1=CC=C2CCC(C2=C1)N(C)C